(S)-1-(1-(phenylsulfonyl)-1H-pyrrolo[3,2-c]pyridin-2-yl)ethan-1-amine C1(=CC=CC=C1)S(=O)(=O)N1C(=CC=2C=NC=CC21)[C@H](C)N